4-amino-7-{(1R)-1-[1-(2-fluorophenyl)-1H-pyrazol-4-yl]ethyl}-5-[2-(trifluoromethyl)pyrimidin-5-yl]pyrrolo[2,1-f][1,2,4]triazine-6-carbonitrile NC1=NC=NN2C1=C(C(=C2[C@H](C)C=2C=NN(C2)C2=C(C=CC=C2)F)C#N)C=2C=NC(=NC2)C(F)(F)F